CC=1N=C(C(=C(C(=O)O)C1)N1C[C@@](CC1)(C)NC(=O)OC(C)(C)C)C1=CC(=CC(=C1)F)F methyl-(S)-3-(3-((tert-butoxycarbonyl)amino)-3-methylpyrrolidin-1-yl)-2-(3,5-difluorophenyl)isonicotinic acid